(R)-1-((1-(3-cyano-2-methylphenyl)ethyl)amino)-4-methyl-7-(methylamino)-N-(Tetrahydro-2H-Pyran-4-yl)phthalazine-6-carboxamide C(#N)C=1C(=C(C=CC1)[C@@H](C)NC1=NN=C(C2=CC(=C(C=C12)NC)C(=O)NC1CCOCC1)C)C